1-[6-(trifluoromethyl)pyridin-3-yl]piperidine-4-carboxylic acid FC(C1=CC=C(C=N1)N1CCC(CC1)C(=O)O)(F)F